C(C)(C)(C)OC(=O)NCCCC[C@@H](C)N1C(=NC2=C1C(=CC=C2)S(N(C)C)(=O)=O)NC(=O)C=2C=C(C(=O)OCCCC)C=CC2 butyl (R)-3-((1-(6-((tert-butoxycarbonyl)amino)hexan-2-yl)-7-(N,N-dimethylsulfamoyl)-1H-benzo[d]imidazol-2-yl)carbamoyl)benzoate